C(C)(=O)ONC(=N)C1=CSC(=C1)[C@H](C)N (S)-N-acetoxy-5-(1-aminoethyl)thiophene-3-carboximidamide